7-(((2R)-1-(8-azabicyclo[3.2.1]octan-8-yl)-1-oxopropan-2-yl)oxy)-4-(2-chloro-4-fluorophenyl)isoquinolin-1(2H)-one C12CCCC(CC1)N2C([C@@H](C)OC2=CC=C1C(=CNC(C1=C2)=O)C2=C(C=C(C=C2)F)Cl)=O